(2S,5R)-5-aminotetrahydro-2H-pyran-2-Methanol hydrochloride Cl.N[C@@H]1CC[C@H](OC1)CO